C[Si](N[Si](N[Si](C)(C)C)(C)C)(C)C octamethyl-trisilazane